6-chloro-1H-benzo[d][1,2,3]triazol-1-yl (2-(pyridin-2-yl disulfanyl) ethyl) carbonate C(ON1N=NC2=C1C=C(C=C2)Cl)(OCCSSC2=NC=CC=C2)=O